deuterio 2,2,2-trideuterioacetate [2H]C(C(=O)O[2H])([2H])[2H]